(2r,3r,4r,5s)-1-(((R)-1-(benzo[d]oxazol-2-yl)pyrrolidin-3-yl)methyl)-2-(hydroxymethyl)piperidine-3,4,5-triol O1C(=NC2=C1C=CC=C2)N2C[C@H](CC2)CN2[C@@H]([C@H]([C@@H]([C@H](C2)O)O)O)CO